2-(6-bromopyridin-2-yl)Propionic Acid BrC1=CC=CC(=N1)C(C(=O)O)C